ClC=1C=C2CC(COC2=CC1)C(=O)C1=CN(C2=CC(=CC=C12)C=1C(=NNC1)OC)C[C@@H](C)O (6-Chlorochroman-3-yl)-[1-[(2R)-2-hydroxypropyl]-6-(3-methoxy-1H-pyrazol-4-yl)indol-3-yl]methanone